C1(CCCCC1)CCCN 3-(cyclohexyl)-aminopropane